(2S,5S)-9-[(R)-1-aminoethyl]-5-{[tert-butylbis(phenyl)siloxy]methyl}-2-isopropyl-1-methyl-1,4,5,6-tetrahydro-1,4-benzodiazocin-3(2H)-one N[C@H](C)C1=CC2=C(C[C@H](NC([C@@H](N2C)C(C)C)=O)CO[Si](C2=CC=CC=C2)(C2=CC=CC=C2)C(C)(C)C)C=C1